3-(cyclohexyl)-N-(3-(morpholine-4-carbonyl)phenyl)benzamide C1(CCCCC1)C=1C=C(C(=O)NC2=CC(=CC=C2)C(=O)N2CCOCC2)C=CC1